COC=1C(=CC2=NC3=CC(=C(C=C3N=C2C1)N)OC)N 3,8-dimethoxyphenazine-2,7-diamine